cis-ethyl 3-hydroxycyclobutanecarboxylate O[C@H]1C[C@H](C1)C(=O)OCC